BrNC1=CC(=C(C=C1F)Cl)C bromo-4-chloro-6-fluoro-3-methylaniline